NCCC1OCCC2=C(C=CC(=C12)O)Br 1-(2-Aminoethyl)-5-bromoisochroman-8-ol